[Br].[Ca] calcium bromine